BrC1=CC=C(C=C1)N1CC(CC1=C=O)C(=O)O 1-(4-bromophenyl)-5-carbonylpyrrolidine-3-carboxylic acid